Cl.F[C@@H]1C[C@H](N(C1)C)CNC=1C=NN(C1)C(C)C N-{[(2S,4R)-4-fluoro-1-methylpyrrolidin-2-yl]methyl}-1-(propan-2-yl)-1H-pyrazol-4-amine hydrochloride